4-isopropyl-1-methyl-2,3-dihydro-1H-pyrrole C(C)(C)C=1CCN(C1)C